C(C)(C)(C)C1=NC(=NO1)C(=O)NCC1=C(C=C(C=C1)C1=NC=NN2C1=CC(=C2)N2[C@@H]1CN([C@H](C2)C1)C)C 5-(tert-butyl)-N-(2-methyl-4-(6-((1S,4S)-5-methyl-2,5-diazabicyclo[2.2.1]heptan-2-yl)pyrrolo[2,1-f][1,2,4]triazin-4-yl)benzyl)-1,2,4-oxadiazole-3-carboxamide